CC=1N=C2N(N=C(C=C2C)C=2N=C3N(C(C2)=O)C=C(S3)C3(CCNCC3)F)C1 7-(2,8-dimethylimidazo[1,2-b]pyridazin-6-yl)-2-(4-fluoro-4-piperidyl)thiazolo[3,2-a]pyrimidin-5-one